C1(=CC=C(C=C1)C=CCO)C=CCO 1,4-phenylenebis(2-propen-1-ol)